7-(2-((2s,3aR,5r,6aS)-5-acetylaminooctahydropentalene-2-carboxamido)-5-chloropyridin-4-yl)-2,2-dimethyl-2,3-dihydro-1H-pyrrolizine-5-carboxamide C(C)(=O)NC1C[C@H]2CC(C[C@H]2C1)C(=O)NC1=NC=C(C(=C1)C=1C=C(N2CC(CC12)(C)C)C(=O)N)Cl